3-amino-4-tert-Butoxycarbonyl-pyrazole trans-tert-Butyl-(4-(3-(2,2-dichloro-3-(3,5-dichlorophenyl)cyclopropane-1-carboxamido)benzamido)-3-methylphenyl)carbamate C(C)(C)(C)N(C(O)=O)C1=CC(=C(C=C1)NC(C1=CC(=CC=C1)NC(=O)[C@@H]1C([C@H]1C1=CC(=CC(=C1)Cl)Cl)(Cl)Cl)=O)C.NC1=NNC=C1C(=O)OC(C)(C)C